C(C)N(C(C1=C(C=CC(=C1)F)C1=C2C=NN(C2=CC(=C1)C1CN(C1)[C@H](CN1CCN(CC1)C)C(C)C)C)=O)C(C)C N-ethyl-5-fluoro-2-(1-methyl-6-{1-[(2S)-3-methyl-1-(4-methylpiperazin-1-yl)butan-2-yl]azetidin-3-yl}-1H-indazol-4-yl)-N-(isopropyl)benzamide